2-((3-(2-(diallylamino)ethyl)-1H-indol-5-yl)oxy)-6-(hydroxymethyl)tetrahydro-2H-pyran-3,4,5-triol C(C=C)N(CCC1=CNC2=CC=C(C=C12)OC1OC(C(C(C1O)O)O)CO)CC=C